N-[2-(1-benzylpiperidin-4-yl)ethyl]-4-(2,6-dioxo-1,3-dipropyl-2,3,6,9-tetrahydro-1H-purin-8-yl)benzamide C(C1=CC=CC=C1)N1CCC(CC1)CCNC(C1=CC=C(C=C1)C=1NC=2N(C(N(C(C2N1)=O)CCC)=O)CCC)=O